7-chloro-2-ethyl-6-(6-methoxy-1H-benzo[d]imidazol-2-yl)-4-(4-methoxybenzyl)-2H-pyrazolo[4,3-b]pyridin-5(4H)-one ClC=1C=2C(N(C(C1C1=NC3=C(N1)C=C(C=C3)OC)=O)CC3=CC=C(C=C3)OC)=CN(N2)CC